1-bromo-4-chloro-3-fluoro-2-(methoxymethoxy)benzene BrC1=C(C(=C(C=C1)Cl)F)OCOC